methyl-3-(2-chloro-4-pyrimidinyl)-5-fluoroindole CC=1NC2=CC=C(C=C2C1C1=NC(=NC=C1)Cl)F